CN(CCN1N=CC(=C1)NC1=NC=C(C(=N1)NC=1C=C(C=CC1F)NC(C=C)=O)C1=CC(=C(C=C1)N1CCCCC1)F)C N-(3-((2-((1-(2-(dimethylamino)ethyl)-1H-pyrazol-4-yl)amino)-5-(3-fluoro-4-(piperidin-1-yl)phenyl)pyrimidin-4-yl)amino)-4-fluorophenyl)acrylamide